FC=1C=C(CN2CC(C2)C(=O)N2C3=C(OCC2)C(=CN=C3)C32CC(C3)(C2)C#N)C=CC1 3-(4-(1-(3-Fluorobenzyl)azetidine-3-carbonyl)-3,4-dihydro-2H-pyrido[4,3-b][1,4]oxazin-8-yl)bicyclo[1.1.1]pentane-1-carbonitrile